C(C)(C)(C)OC(=O)N([C@H](C(=O)O[C@@H](C(=O)OCC1=CC=CC=C1)C)CC(C)C)C (2R)-1-(benzyloxy)-1-oxopropan-2-yl (2S)-2-[[(tert-butoxy) carbonyl] (methyl) amino]-4-methylpentanoate